C(C)OC(C[C@H](C1=CC2=C(N(N=N2)C)C(=C1)OC)C1=C2CCN(CC2=CC=C1)C(C1=C(C=C(C=C1)OCCCC)Cl)=O)=O (R)-3-[2-(2-chloro-4-butoxybenzoyl)-1,2,3,4-tetrahydroisoquinolin-5-yl]-3-(7-methoxy-1-methyl-1H-benzo[d][1,2,3]triazol-5-yl)propionic acid ethyl ester